CC=1C=C(C=CC1C)I 3,4-dimethyl-iodobenzene